C(C)(C)(C)OC(C=CC1=CC=C(C(=N1)OC=1C=C(C=CC1)C[C@@H]1N(CC[C@@H]1NS(=O)(=O)C)C(=O)OC(C)(C)C)C)=O tert-butyl (2S,3S)-2-{[3-({6-[3-tert-butoxy-3-oxoprop-1-en-1-yl]-3-methylpyridin-2-yl}oxy)phenyl]methyl}-3-[(methanesulfonyl)amino]pyrrolidine-1-carboxylate